FC1(CN([C@H]2CN(CC[C@H]21)C)C=2N=NC(=C(N2)C)C2=C(C=C(C=C2)C(F)(F)F)O)F 2-(3-((3aR,7aR)-3,3-difluoro-6-methyloctahydro-1H-pyrrolo[2,3-c]pyridin-1-yl)-5-methyl-1,2,4-triazin-6-yl)-5-(trifluoromethyl)phenol